7-chloro-N-hydroxy-2H-1,4-benzoxazin-3(4H)-one ClC1=CC2=C(N(C(CO2)=O)O)C=C1